(1s,4s)-4-(2-(3,3-difluorocyclobutylamino)-8-(2,3,6-trifluorophenylamino)-9H-purin-9-yl)cyclohexanecarboxamide FC1(CC(C1)NC1=NC=C2N=C(N(C2=N1)C1CCC(CC1)C(=O)N)NC1=C(C(=CC=C1F)F)F)F